C[C@H]1[C@@H](NC(O1)=O)C(=O)O (4R,5S)-5-methyl-2-oxooxazolidine-4-carboxylic acid